1-butyl-5-(diaminomethylene)-3-(piperidin-4-ylmethyl)pyrimidine-2,4,6(1H,3H,5H)-trione C(CCC)N1C(N(C(C(C1=O)=C(N)N)=O)CC1CCNCC1)=O